6-((2S,5R)-4-(bis(4-fluorophenyl)methyl)-5-ethyl-2-methylpiperazin-1-yl)-2-hydrazineyl-8-methyl-9-(((S)-tetrahydrofuran-2-yl)methyl)-9H-purine FC1=CC=C(C=C1)C(N1C[C@@H](N(C[C@H]1CC)C1=C2N=C(N(C2=NC(=N1)NN)C[C@H]1OCCC1)C)C)C1=CC=C(C=C1)F